C1(CC1)C1=CC(=C(C=C1)C=1C2=C(C(NN1)=O)C=NC=C2)OC 1-(4-cyclopropyl-2-methoxyphenyl)pyrido[3,4-d]pyridazin-4(3H)-one